CC(C[C@@H](C(=O)N[C@H](C(=O)O)C[C@H]1C(NCC1)=O)NC(=O)OC(CC1=CC=CC=C1)(C)C)C (S)-2-((S)-4-methyl-2-((((2-methyl-1-phenylpropan-2-yl)oxy)carbonyl)amino)pentanamido)-3-((S)-2-oxopyrrolidin-3-yl)propanoic acid